ethyl 3,6-dimethoxy-9-carbazolecarboxylate COC=1C=CC=2N(C3=CC=C(C=C3C2C1)OC)C(=O)OCC